NC1=C2C(=C3C(=N1)C=C(N3COCC[Si](C)(C)C)C(=O)N(C(C)C3=NC=C(C=C3)C(F)(F)F)CC)COC2 5-amino-N-ethyl-N-(1-(5-(trifluoromethyl)pyridin-2-yl)ethyl)-1-((2-(trimethylsilyl)ethoxy)methyl)-6,8-dihydro-1H-furo[3,4-d]pyrrolo[3,2-b]pyridine-2-carboxamide